FC1CN(CC1)CC=O 2-(3-fluoropyrrolidin-1-yl)ethan-1-one